BrC1=CC(=C(C(=C1)C)N1C(NC(CC1)=O)=O)C 1-(4-bromo-2,6-dimethylphenyl)dihydropyrimidine-2,4(1H,3H)-dione